(2-(5-(1-((2-chloro-6,7-dihydro-5H-pyrrolo[3,4-d]pyrimidin-4-yl)amino)ethyl)selenophen-3-yl)benzyl)(methyl)carbamate ClC=1N=C(C2=C(N1)CNC2)NC(C)C2=CC(=C[Se]2)C2=C(COC(NC)=O)C=CC=C2